CN1C=C(C2=CC=CC=C12)C(CNS(=O)(=O)C1=CC=C2C=CNC2=C1)NC1=CC=CC=C1 N-(2-(1-methyl-1H-indol-3-yl)-2-(phenylamino)ethyl)-1H-indole-6-sulfonamide